N1=CC(=CC=C1)C=1SC2=C(N1)C=C(C=C2)C(=O)OCC ethyl 2-(pyridin-3-yl)benzo[d]thiazole-5-carboxylate